(1S,3ar,6as)-2-(4-methoxy-1H-indole-2-carbonyl)-N-((S)-3-oxo-1-((S)-2-oxopyrrolidin-3-yl)-4-(trifluoromethoxy)butan-2-yl)octahydrocyclopenta[c]pyrrole-1-carboxamide COC1=C2C=C(NC2=CC=C1)C(=O)N1[C@@H]([C@@H]2[C@H](C1)CCC2)C(=O)N[C@@H](C[C@H]2C(NCC2)=O)C(COC(F)(F)F)=O